bisethyl-diethoxydisilane C(C)[SiH2][Si](OCC)(OCC)CC